BrC1=C2C=CC=CC2=C(C2=CC=CC=C12)C1=NC=CC=N1 2-(10-bromoanthracene-9-yl)pyrimidine